4-fluoro-2-(2-meth-oxyethoxy)-aniline FC1=CC(=C(N)C=C1)OCCOC